N-(2-bromo-4,5-difluorophenyl)acetamide BrC1=C(C=C(C(=C1)F)F)NC(C)=O